C(C)(C)(C)N(C(O)=O)CC1CCN(CC1)CC1=CC=C(C=C1)N1C(N=C(C=C1)NC(=O)N1C[C@H](NCC1)C)=O.BrC1=C(C=NC=C1)P(=O)(OCC)O 4-bromo-3-(ethylphosphono)pyridine (R)-tert-butyl-((1-(4-(4-(3-methylpiperazine-1-carboxamido)-2-oxopyrimidin-1(2H)-yl)benzyl)piperidin-4-yl)methyl)carbamate